cyclopropane-1-carboxylic acid monohydrate O.C1(CC1)C(=O)O